4-(3-fluoro-4-hydroxy-phenyl)-3,6-dihydro-2H-pyridine-1-carboxylic acid tert-butyl ester C(C)(C)(C)OC(=O)N1CCC(=CC1)C1=CC(=C(C=C1)O)F